[Si].[B].[Pb] lead-boron-silicon